[Pt].[Pt] platinum-platinum